N-(2-(dimethylamino)ethyl)-5-(7-fluoro-1-isopropyl-3-methyl-2-oxo-2,3-dihydro-1H-imidazo[4,5-c]cinnolin-8-yl)picolinamide CN(CCNC(C1=NC=C(C=C1)C1=CC=2C3=C(N=NC2C=C1F)N(C(N3C(C)C)=O)C)=O)C